NC1=C(C=CC=C1)C1=C(C=CC=C1)N 2,2'-diamino-p-biphenyl